PHENYLPIPERIDINE C1CC(CNC1)C2=CC=CC=C2